FC=1C=CC(=NC1)[C@@H]1CC[C@H]2OC3(C(N21)=O)CC(C3)OC3=CC(=NC=N3)C#N 6-{[(5'S,7a'R)-5'-(5-fluoropyridin-2-yl)-3'-oxotetrahydro-3'H-spiro[cyclobutane-1,2'-pyrrolo[2,1-b][1,3]oxazol]-3-yl]oxy}pyrimidine-4-carbonitrile